CC(CN)N Methyl-ethane-1,2-diamine